N-(1''-(5-(1-hydroxy-2,2-dimethylpropyl)furan-2-carbonyl)dispiro[cyclopropane-1,1'-cyclohexane-4',3''-indolin]-5''-yl)ethanesulfonamide OC(C(C)(C)C)C1=CC=C(O1)C(=O)N1CC2(C3=CC(=CC=C13)NS(=O)(=O)CC)CCC1(CC2)CC1